2-(4,4-difluoroazepan-1-yl)-4-methyl-N-(3-(S-methylsulfonimidoyl)phenyl)-5-(p-tolyl)nicotinamide FC1(CCN(CCC1)C1=C(C(=O)NC2=CC(=CC=C2)S(=O)(=N)C)C(=C(C=N1)C1=CC=C(C=C1)C)C)F